CNC(C1=NC=CC(=C1)OC1=CC=C(C=C1)C1=NNC(C1)C1=CC(=C(C(=C1)OC)OC)OC)=O N-Methyl-4-(4-(5-(3,4,5-trimethoxyphenyl)-4,5-dihydro-1H-pyrazol-3-yl)phenoxy)picolinamide